(3S)-tert-Butyl 4-(7-chloro-1-(2,6-diethylphenyl)-2-oxo-1,2-dihydropyrido[2,3-d]pyrimidin-4-yl)-3-methylpiperazine-1-carboxylate ClC=1C=CC2=C(N(C(N=C2N2[C@H](CN(CC2)C(=O)OC(C)(C)C)C)=O)C2=C(C=CC=C2CC)CC)N1